2-methoxy-4-(2-(pyridin-4-ylmethyl)-2H-tetrazol-5-yl)benzenesulfonamide COC1=C(C=CC(=C1)C=1N=NN(N1)CC1=CC=NC=C1)S(=O)(=O)N